OC(C)(CCC=C)C1=CC=CC=N1 6-(2-hydroxyhex-5-en-2-yl)pyridine